(2R)-2-amino-6-(N',N'-dimethylcarbamimidamido)hexanoic acid N[C@@H](C(=O)O)CCCCNC(=N)N(C)C